FC(CN1C=NC2=C1C=C(C=C2)C=2C(=CN1N=C(N=C(C12)OC)N[C@H]1[C@H](CN(CC1)C)F)F)F 5-(1-(2,2-difluoroethyl)-1H-benzo[d]imidazol-6-yl)-6-fluoro-N-((3S,4R)-3-fluoro-1-methylpiperidin-4-yl)-4-methoxypyrrolo[2,1-f][1,2,4]triazin-2-amine